(2-deoxy-2-[18F]fluoro-L-arabinofuranosyl)-5-methyluracil [18F][C@H]1C(O[C@H]([C@@H]1O)CO)C1=C(C(NC(N1)=O)=O)C